CN(C(=O)C=1C=C(C2=C(N(C(=N2)C)S(=O)(=O)C)C1)OC(C)=O)C acetic acid 6-(dimethylcarbamoyl)-2-methyl-1-methylsulfonyl-1H-benzo[d]imidazol-4-yl ester